NCC1=CC=C(C=C1)NC1=CC(=C(C=C1)N(CC)CC)Cl N4-(4-(aminomethyl)phenyl)-2-chloro-N1,N1-diethylbenzene-1,4-diamine